ONC(=O)C12CN(CC(CC1)N2S(=O)(=O)C2=CC=C(C=C2)NC(C2=CC=C(C=C2)OC)=O)C(=O)OCCOC 2-methoxyethyl 1-(hydroxycarbamoyl)-8-((4-(4-methoxybenzamido)phenyl)sulfonyl)-3,8-diazabicyclo[3.2.1]octane-3-carboxylate